O1CCNCC2C1=CC(=NC2)C(=O)[O-] Pyrido[3,4-f][1,4]Oxazepane-8(6H)-carboxylate